benzyl 8-(5,6,7,8-tetrahydro-1,6-naphthyridin-2-yl)-3,8-diazabicyclo[3.2.1]octane-3-carboxylate hydrochloride Cl.N1=C(C=CC=2CNCCC12)N1C2CN(CC1CC2)C(=O)OCC2=CC=CC=C2